FC1(CNCCC1NC(=O)C1=C(OC2=C1C=C(C=C2)OCC2=C(C=CC=C2)S(=O)(=O)C)C)F N-(3,3-difluoropiperidin-4-yl)-2-methyl-5-((2-(methylsulfonyl)benzyl)oxy)benzofuran-3-carboxamide